C(C1=CC=CC=C1)ON1[C@@H]2CC[C@H](N(C1=O)C2)C(NS(=O)(=O)CCOC)=N (2S,5R)-6-(benzyloxy)-N-((2-methoxyethyl)sulfonyl)-7-oxo-1,6-diazabicyclo[3.2.1]octane-2-carboximidamide